COC=1N=C2C(=C3C(=NC2=CC1COCCN1CCCC1)CCC3)NC[C@H]3COCC3 2-methoxy-N-{[(3S)-oxolan-3-yl]methyl}-3-{[2-(pyrrolidin-1-yl)ethoxy]methyl}-6H,7H,8H-cyclopenta[b]1,5-naphthyridin-9-amine